(1-(cyclopropylmethyl)piperidin-3-yl)(6-(methylsulfonyl)naphthalen-2-yl)methanone C1(CC1)CN1CC(CCC1)C(=O)C1=CC2=CC=C(C=C2C=C1)S(=O)(=O)C